[2-[(2R,3R,4R,5R)-3-hydroxy-4-(2-methoxyethoxy)-5-(5-methyl-2,4-dioxo-1,2,3,4-tetrahydropyrimidin-1-yl)oxolane-2-yl]cyclopropyl]phosphonic acid dimethyl ester COP(OC)(=O)C1C(C1)[C@H]1O[C@H]([C@@H]([C@@H]1O)OCCOC)N1C(NC(C(=C1)C)=O)=O